COC1=CC=C(C=C1)S(=O)(=O)C=CC=1C(=NC(=NC1)NC1=CC=C(C=C1)N1CCN(CC1)C)NC1=NN(C=C1)C 5-{2-[(4-Methoxyphenyl)sulfonyl]vinyl}-N4-(1-methyl-1H-pyrazol-3-yl)-N2-[4-(4-methylpiperazin-1-yl)phenyl]pyrimidine-2,4-diamine